6-thiazol-2-yltetrahydropyran-3-ol S1C(=NC=C1)C1CCC(CO1)O